2-Phenyl-N-(5-(3-((5-(2-phenylacetamido)-1,3,4-thiadiazol-2-yl)oxy)piperidin-1-yl)-1,3,4-thiadiazol-2-yl)acetamide C1(=CC=CC=C1)CC(=O)NC=1SC(=NN1)N1CC(CCC1)OC=1SC(=NN1)NC(CC1=CC=CC=C1)=O